N-[1-(9H-fluoren-9-yl)-3,25-dioxo-2,7,10,13,16,19,22-heptaoxa-4-azapentacosan-25-yl]-L-valyl-N5-carbamoyl-N-[4-(hydroxymethyl)phenyl]-L-ornithinamide C1=CC=CC=2C3=CC=CC=C3C(C12)COC(NCCOCCOCCOCCOCCOCCOCCC(=O)N[C@@H](C(C)C)C(=O)N[C@@H](CCCNC(N)=O)C(=O)NC1=CC=C(C=C1)CO)=O